CN(C(C1=CC=C(C=C1)NC1=NC=C(C(=N1)NC=1C=CC2=C(NC(O2)=O)C1)C)=O)C N,N-Dimethyl-4-[5-methyl-4-(2-oxo-2,3-dihydro-benzooxazol-5-ylamino)-pyrimidin-2-ylamino]-benzamide